FC(C1=C(OC2=CC=C(C=C2)NC(OCC=2C(=C3C(N(CC3=CC2)C2C(NC(CC2)=O)=O)=O)OC)=O)C=CC(=C1)F)F [2-(2,6-dioxopiperidin-3-yl)-4-methoxy-3-oxo-2,3-dihydro-1H-isoindol-5-yl]methyl N-{4-[2-(difluoromethyl)-4-fluorophenoxy]phenyl}carbamate